rel-6-acetylamino-N-(8-{3-[(2R,6S)-2,6-dimethylmorpholin-4-yl]propoxy}-7-methoxy-2,3-dihydroimidazo[1,2-c]quinazolin-5-yl)nicotinamide C(C)(=O)NC1=NC=C(C(=O)NC2=NC=3C(=C(C=CC3C=3N2CCN3)OCCCN3C[C@H](O[C@H](C3)C)C)OC)C=C1 |o1:30,32|